3-(4,5-dimethylthiazol-2-yl)2,5-diphenyltetrazolium ammonium bromide [Br-].[NH4+].CC=1N=C(SC1C)N1N([NH2+]C(=N1)C1=CC=CC=C1)C1=CC=CC=C1.[Br-]